C1(CC1)OC1=CC=C(C=N1)C(C)O 1-(6-cyclopropoxypyridin-3-yl)ethan-1-ol